1-[3,5-bis(benzyloxy)-2-pyridyl]ethylamine C(C1=CC=CC=C1)OC=1C(=NC=C(C1)OCC1=CC=CC=C1)C(C)N